C1(=CC=C(C=C1)C1=NOC(=N1)CSC1=NN=C(S1)C1=C(C(=O)N)C=CC=C1)C (5-(((3-(p-tolyl)-1,2,4-oxadiazol-5-yl)methyl)thio)-1,3,4-thiadiazol-2-yl)benzamide